2-(5-Bromo-pyridin-3-yl)-hexanoic Acid (5-bromo-3-fluoro-pyridin-2-yl)-amide BrC=1C=C(C(=NC1)NC(C(CCCC)C=1C=NC=C(C1)Br)=O)F